5-chloro-4-[8-fluoro-4-(3-fluorophenyl)-2-{[(2R,7aS)-2-fluorotetrahydro-1H-pyrrolizin-7a(5H)-yl]methoxy}pyrido[4,3-d]pyrimidin-7-yl]-6-methylquinolin-2-ol ClC1=C2C(=CC(=NC2=CC=C1C)O)C1=C(C=2N=C(N=C(C2C=N1)C1=CC(=CC=C1)F)OC[C@]12CCCN2C[C@@H](C1)F)F